OC1(CCOC2=C1C=NC=C2)CN(C(CC=2C=NC(=CC2)C(F)(F)F)=O)CCC N-[(4-hydroxy-2,3-dihydropyrano[3,2-c]pyridin-4-yl)methyl]-N-propyl-2-[6-(trifluoromethyl)-3-pyridyl]acetamide